C(C)(=O)[O-].C[NH+]1CCC(CC1)CCCC 1-Methyl-4-butylpiperidinium acetate